3-(3-chloro-5-iodo-7-{[2-(trimethylsilyl)ethoxy]Methyl}pyrrolo[2,3-c]Pyridazin-6-yl)azetidine-1-carboxylic acid tert-butyl ester C(C)(C)(C)OC(=O)N1CC(C1)C1=C(C2=C(N=NC(=C2)Cl)N1COCC[Si](C)(C)C)I